1-[2-(5-Chloro-2-pyridinyl)-5-methylsulfanyl-1,2,4-triazol-3-yl]ethanamine ClC=1C=CC(=NC1)N1N=C(N=C1C(C)N)SC